ClC1=CC=CC(=N1)NC(=O)C1NC2CC2C1 N-(6-chloropyridin-2-yl)-2-azabicyclo[3.1.0]hexane-3-carboxamide